1-(6-(3-(4-acetylpiperazin-1-yl)-4-(5-chloro-1H-indazol-4-yl)-5-methyl-1H-pyrazol-1-yl)-1-methyl-2-azaspiro[3.3]heptan-2-yl)prop-2-en-1-one C(C)(=O)N1CCN(CC1)C1=NN(C(=C1C1=C2C=NNC2=CC=C1Cl)C)C1CC2(CN(C2C)C(C=C)=O)C1